C(C)(C)(C)C=1C=CC2=C(N=C(O2)C=2SC(=CC2)C=2OC3=C(N2)C=C(C=C3)C(C)(C)C)C1 2,5-bis(5-tert-butylbenzooxazol-2-yl)thiophene